C(C)C=1OCCN1 2-Ethyl-2-Oxazoline